5-((2-chloro-6-fluorobenzyl)oxy)-2-methylbenzofuran-3-carboxylic acid ClC1=C(COC=2C=CC3=C(C(=C(O3)C)C(=O)O)C2)C(=CC=C1)F